4-t-butylcatechol C(C)(C)(C)C=1C=C(C(O)=CC1)O